BrC=1C=C(C(=NC1)C1(COC1)C#N)F 3-(5-bromo-3-fluoropyridin-2-yl)oxetane-3-carbonitrile